N-(2-fluoro-4-((5-(4-hydroxyphenyl)-1H-pyrazol-3-yl)amino)-5-methylphenyl)acetamide FC1=C(C=C(C(=C1)NC1=NNC(=C1)C1=CC=C(C=C1)O)C)NC(C)=O